1-(4-cyclohexylpiperidin-1-yl)-2-{3-[(2R,6S)-2,6-dimethylmorpholine-4-carbonyl]-5,6-dihydrocyclopenta[c]pyrazol-1(4H)-yl}ethan-1-one C1(CCCCC1)C1CCN(CC1)C(CN1N=C(C2=C1CCC2)C(=O)N2C[C@H](O[C@H](C2)C)C)=O